C1(CC1)[SiH](C1=CC=CC=C1)C1=CC=CC=C1 Cyclopropyl-diphenylsilane